4,5-diamino-2-methoxybenzonitrile NC1=CC(=C(C#N)C=C1N)OC